O[C@@H](C(=O)NC[C@H](C)NC(=O)C1=C(C=C(C(=C1)F)F)F)C(CO)(C)C (2R)-2,4-dihydroxy-3,3-dimethyl-N-[(2S)-2-[(2,4,5-trifluorophenyl)formamido]propyl]butanamide